(S)-N-((R and S)-(3-chloro-4-fluorophenyl)(4-chlorophenyl)methyl)-2-oxo-oxazolidine-5-carboxamide ClC=1C=C(C=CC1F)[C@H](NC(=O)[C@@H]1CNC(O1)=O)C1=CC=C(C=C1)Cl |&1:8|